potassium hydrogencarbonate (bicarbonate) C([O-])(O)=O.C(O)(O)=O.[K+]